ClC=1C=CC2=C(C=C(O2)C(C(=O)N[C@@H]([C@H](O)C2=CC3=C(OCCO3)C=C2)CN2[C@@H](CCC2)C)(F)F)C1 2-(5-chlorobenzofuran-2-yl)-N-((1r,2r)-1-(2,3-dihydrobenzo[b][1,4]dioxin-6-yl)-1-hydroxy-3-((R)-2-methylpyrrolidin-1-yl)propan-2-yl)-2,2-difluoroacetamide